1-vinyl-2-(1-methylpropyl)cyclohexanol C(=C)C1(C(CCCC1)C(CC)C)O